C(CCC)C(C(=O)[O-])(CC(=O)[O-])S(=O)(=O)O.[Na+].[Na+] sodium butylsulfosuccinate